(trans-3-[5-[(1R)-1-hydroxyethyl]-1H-1,2,3-triazol-1-yl]cyclobutyl)isoxazole-5-carboxamide O[C@H](C)C1=CN=NN1[C@@H]1C[C@H](C1)C1=NOC(=C1)C(=O)N